1,2-benzenedicarboxylic acid, butyl octyl ester C=1(C(=CC=CC1)C(=O)OCCCCCCCC)C(=O)OCCCC